C(=CC)SC[C@H](N)C(=O)O S-propenyl-cysteine